1-((3-((3R,5R)-5-(4-chlorophenyl)tetrahydro-furan-3-yl)-1,2,4-oxadiazol-5-yl)methyl)-1H-imidazo[4,5-b]pyrazin-2-amine ClC1=CC=C(C=C1)[C@H]1C[C@@H](CO1)C1=NOC(=N1)CN1C(=NC=2C1=NC=CN2)N